ONC(NC1=CC=CC1=C)=O (-)-hydroxyureidofulvene